ethyl (S)-4-((1-cyclopropyl-2,2-difluoro-3-hydroxypropyl)amino)-1-isopropyl-6-nitro-2-oxo-1,2-dihydroquinoline-3-carboxylate C1(CC1)[C@@H](C(CO)(F)F)NC1=C(C(N(C2=CC=C(C=C12)[N+](=O)[O-])C(C)C)=O)C(=O)OCC